FC1=C(C(=O)N([C@H]2CNCCC2)C2=NC=CC3=CC=CC(=C23)C)C=CC(=C1)NC1=NC=CC(=N1)N1CCNCC1 (R)-2-fluoro-N-(8-methylisoquinolin-1-yl)-4-((4-(piperazin-1-yl)pyrimidin-2-yl)amino)-N-(piperidin-3-yl)benzamide